(cyclohexylmethyl)-6-methyl-4-oxo-chromene-2-carboxamide C1(CCCCC1)CC1=C(OC2=CC=C(C=C2C1=O)C)C(=O)N